C1CNCCC2=C1C(C1=C(C(=C(C(=C1C2=O)[2H])[2H])[2H])[2H])=O 2,3,4,5-tetrahydro-1H-naphtho[2,3-d]azepine-6,11-dione-7,8,9,10-d4